CC1(C(COCC1)O)O 4-methyltetrahydro-2H-pyran-3,4-diol